(S,S)-trans-tert-butyl ((2-(3-(3-fluoro-4-hydroxypyrrolidine-1-carbonyl)phenoxy)-6-(trifluoromethyl)pyridin-4-yl)methyl)carbamate F[C@H]1CN(C[C@@H]1O)C(=O)C=1C=C(OC2=NC(=CC(=C2)CNC(OC(C)(C)C)=O)C(F)(F)F)C=CC1